C(C1=CC=CC=C1)OC1=C(C=CC=C1F)Br 2-(benzyloxy)-1-bromo-3-fluorobenzene